N-[(1S)-1-[[2-chloro-5-(1-isopropyl-6-oxo-3-pyridyl)phenyl]methyl]-2-[4-(4-methyl-1,2,4-triazol-3-yl)anilino]-2-oxo-ethyl]-3,3-difluoro-cyclobutanecarboxamide ClC1=C(C=C(C=C1)C1=CN(C(C=C1)=O)C(C)C)C[C@@H](C(=O)NC1=CC=C(C=C1)C1=NN=CN1C)NC(=O)C1CC(C1)(F)F